2-(4-Cyclopropyl-2-fluoroanilino)-3,4-difluoro-5-[[3-fluoro-2-[(1-methylcyclobutyl)sulfamoylamino]pyridin-4-yl]methyl]-N-methoxybenzamide C1(CC1)C1=CC(=C(NC2=C(C(=O)NOC)C=C(C(=C2F)F)CC2=C(C(=NC=C2)NS(NC2(CCC2)C)(=O)=O)F)C=C1)F